FC=1C(=CC(=C(C1)C1=CC=C(N=N1)N1CC(CC1)N(C(OC(C)(C)C)=O)C1(CC1)C)OCOC)C=1C=NN(C1)C1OCCCC1 tert-butyl N-(1-{6-[5-fluoro-2-(methoxymethoxy)-4-[1-(oxan-2-yl)pyrazol-4-yl]phenyl]pyridazin-3-yl}pyrrolidin-3-yl)-N-(1-methylcyclopropyl)carbamate